phosphotyramine P(=O)(=O)OC1=CC=C(CCN)C=C1